[2-fluoro-3-methoxy-6-(4-methyltriazol-1-yl)phenyl]methanamine hydrochloride Cl.FC1=C(C(=CC=C1OC)N1N=NC(=C1)C)CN